C(=O)(O)[C@@H](CC=1C=CC2=C([C@@H](CO2)C=2C(=C(NC=CC2)CC=2C=C(C=CC2F)C(C(=O)O)(C)[C@@H]2CNCC2)CC=2C=C(C=CC2F)C(C(=O)O)(C)[C@@H]2CNCC2)C1)[C@@H]1CNCC1 ((((S)-5-((S)-2-carboxy-2-((R)-pyrrolidin-3-yl)ethyl)-2,3-dihydrobenzofuran-3-yl)azepinediyl)bis(methylene)bis(4-fluoro-3,1-phenylene))bis(2-((R)-pyrrolidin-3-yl)propanoic acid)